C1(CC1)N(CC[C@@H](C(=O)O)NC(=O)OC(C)C)CCCCC1=NC=2NCCCC2C=C1 (S)-4-(cyclopropyl(4-(5,6,7,8-tetrahydro-1,8-naphthyridin-2-yl)butyl)amino)-2-((isopropoxycarbonyl)amino)butanoic acid